1-methyl-4-((1-phenethyl-1H-tetrazol-5-yl)(pyridin-2-yl)methyl)piperazine CN1CCN(CC1)C(C1=NC=CC=C1)C1=NN=NN1CCC1=CC=CC=C1